5-BROMOINDOLE-3-CARBOXALDEHYDE BrC=1C=C2C(=CNC2=CC1)C=O